C=CCC#CC#CCCC (2Z)-decaene-4,6-diyne